(3-(3-(6-Bromo-7-(((S)-1-(ethylsulfonyl)pyrrolidin-3-yl)amino)-1H-imidazo[4,5-b]pyridin-2-yl)-2,5-dimethyl-1H-pyrrol-1-yl)-4-methylphenyl)(4-methylpiperazin-1-yl)methanon BrC=1C(=C2C(=NC1)N=C(N2)C2=C(N(C(=C2)C)C=2C=C(C=CC2C)C(=O)N2CCN(CC2)C)C)N[C@@H]2CN(CC2)S(=O)(=O)CC